(S)-4-(5-hydroxy-3-methyl-1-(5-(methylsulfinyl)pyridin-2-yl)-1H-pyrazol-4-yl)benzonitrile OC1=C(C(=NN1C1=NC=C(C=C1)[S@@](=O)C)C)C1=CC=C(C#N)C=C1